7-chloro-1-[3-(6-methoxypyridin-3-yl)-1,2,4-thiadiazol-5-yl]-5-methyl-4-oxo-1,4-dihydro-1,8-naphthyridine-3-carboxylic acid ClC1=CC(=C2C(C(=CN(C2=N1)C1=NC(=NS1)C=1C=NC(=CC1)OC)C(=O)O)=O)C